C(C)C1=CC=CC(=N1)C(C)=O 1-(6-ethylpyridin-2-yl)ethanone